6-(1-bromoethyl)-N-(4,4-difluorocyclohexyl)-2-(4-methylthiazol-2-yl)pyrimidin-4-amine BrC(C)C1=CC(=NC(=N1)C=1SC=C(N1)C)NC1CCC(CC1)(F)F